Diethylene glycol dilaurate C(CCCCCCCCCCC)(=O)OCCOCCOC(CCCCCCCCCCC)=O